1,3-di(2-methyl-butyl)imidazole hexafluorophosphate F[P-](F)(F)(F)(F)F.CC(CN1CN(C=C1)CC(CC)C)CC